3-(3,5-di-tert-butyl-4-hydroxyphenyl)propionic acid 2-acrylamidoethyl ester C(C=C)(=O)NCCOC(CCC1=CC(=C(C(=C1)C(C)(C)C)O)C(C)(C)C)=O